3-iodo-1H-pyrazolo[4,3-c]pyridin-4-amine IC1=NNC2=C1C(=NC=C2)N